C(#N)C=1C2=C(SC1N(S(=O)(=O)C1=CC=CC3=CC=CC=C13)CC(C1=CC=CC=C1)=O)CCCC2 N-(3-cyano-4,5,6,7-tetrahydrobenzo[b]thiophen-2-yl)-N-(2-oxo-2-phenylethyl)naphthalene-1-sulfonamide